N2-(7-methoxy-1-methyl-1H-indazol-6-yl)-N4-methyl-5-(trifluoromethyl)pyrimidine-2,4-diamine COC=1C(=CC=C2C=NN(C12)C)NC1=NC=C(C(=N1)NC)C(F)(F)F